COC(C1=CC=C2C3(CC(NC2=N1)C3)NC(CC)=O)OC N-(7-(dimethoxymethyl)-1,2,3,4-tetrahydro-2,4-methylene-1,8-naphthyridin-4-yl)propanamide